C1(=CC=CC=C1)C=1C(=C(C=CC1)C1=CC=CC=C1)NC1=C(C=CC=C1)C1=CC=CC=C1 phenyl-(biphenylyl)aminobiphenyl